(E)-N2-[(2,4-dimethoxyphenyl)methylidene]-L-arginine COC1=C(C=CC(=C1)OC)C=N[C@@H](CCCN\C(\N)=N\[H])C(=O)O